methyl (R)-5-(((benzyloxy)carbonyl)amino)-3-oxohexanoate C(C1=CC=CC=C1)OC(=O)N[C@@H](CC(CC(=O)OC)=O)C